[Si](C)(C)(C(C)(C)C)OCC1=C(C(=NC(=C1)C1=CC(=CC(=C1)Cl)Cl)Cl)F 4-(((tert-butyldimethylsilyl)oxy)methyl)-2-chloro-6-(3,5-dichlorophenyl)-3-fluoropyridine